N1(C=NC=C1)C(=O)N1CCC(CC1)=C(C#N)C1=CC=C(C=C1)F (1-(1H-imidazole-1-carbonyl)piperidin-4-ylidene)-2-(4-fluorophenyl)acetonitrile